6-((2,6-dimethyl-pyrimidin-4-yl)amino)-N-ethoxy-4-((5-fluoro-4-methyl-2-(N-methyl-methanesulfonamido)phenyl)amino)nicotinamide CC1=NC(=CC(=N1)NC1=NC=C(C(=O)NOCC)C(=C1)NC1=C(C=C(C(=C1)F)C)N(S(=O)(=O)C)C)C